N1C(=NC2=C1C=CC=C2)CNCCC=2SC=C(N2)C(=O)NCC2=C(C=CC=C2)C#N 2-{2-[(1H-1,3-Benzodiazol-2-ylmethyl)amino]ethyl}-N-[(2-cyanophenyl)methyl]-1,3-thiazole-4-carboxamide